(tert-butoxycarbonyl)-L-alanine isobutyl ester C(C(C)C)OC([C@@H](NC(=O)OC(C)(C)C)C)=O